O=C1CC[OH+][SH2+2]C1 5-oxothioxantriium